ethyl 6-[(5'S,7a'R)-3'-oxo-5'-phenyltetrahydro-1H,3'H-spiro[piperidine-4,2'-pyrrolo[2,1-b][1,3]oxazol]-1-yl]pyridine-3-carboxylate O=C1N2[C@H](OC13CCN(CC3)C3=CC=C(C=N3)C(=O)OCC)CC[C@H]2C2=CC=CC=C2